2-(3-(3-(2,4-difluorophenyl)-4-oxo-3,4-dihydrophthalazin-1-yl)phenyl)-2-methylpropanenitrile FC1=C(C=CC(=C1)F)N1N=C(C2=CC=CC=C2C1=O)C=1C=C(C=CC1)C(C#N)(C)C